OCC=1C=C2C=3N([C@@H](C(NC3C1)=O)C)C=N2 (R)-8-(hydroxymethyl)-4-methyl-4H-imidazo[1,5,4-de]quinoxalin-5(6H)-one